C(C)(C)(C)OC(=O)N1CC(CC1)C(NC(C=CC1=CC=CC=C1)=O)=O 3-(cinnamoyl-carbamoyl)pyrrolidine-1-carboxylic acid tert-butyl ester